FC1=C(C=C(C=C1)CCC(=O)[O-])OC(F)(F)F 3-(4-fluoro-3-(trifluoromethoxy)phenyl)propanoate